N-(3-(5-amino-4-methylpyridin-3-yl)-2-methylphenyl)-1,5-dimethyl-4,5,6,7-tetrahydro-1H-imidazo[4,5-C]pyridine-2-carboxamide NC=1C(=C(C=NC1)C=1C(=C(C=CC1)NC(=O)C=1N(C2=C(CN(CC2)C)N1)C)C)C